5-ETHYLIDENE-2-NORBORNENE C(C)=C1C2C=CC(C1)C2